4-Chloro-2,6-difluorobenzoic acid ClC1=CC(=C(C(=O)O)C(=C1)F)F